FC(CC1=C(C=CC=C1)NC([O-])=O)(F)F 2-trifluoroethylphenylcarbamate